FC(CCN1N=NC(=C1)C(=O)NCC1=CC(=CC=C1)OC(F)(F)F)CN1N=NC(=C1)NC(CC1=C(C=CC(=C1)OC(F)(F)F)F)=O 1-[3-fluoro-4-(4-{2-[2-fluoro-5-(trifluoromethoxy)phenyl]acetamido}-1H-1,2,3-triazol-1-yl)butyl]-N-{[3-(trifluoromethoxy)phenyl]methyl}-1H-1,2,3-triazole-4-carboxamide